FC=1C=C(C=C(C1)F)N1C=C(C2=C1N=CN=C2N2C[C@H](N(C[C@@H]2C)C(CC(C)C)=O)C)C2=NC=CN=C2C 1-((2R,5S)-4-(7-(3,5-difluorophenyl)-5-(3-methylpyrazin-2-yl)-7H-pyrrolo[2,3-d]pyrimidin-4-yl)-2,5-dimethylpiperazin-1-yl)-3-methylbutan-1-one